C(=O)C=1N(C2=CC=CC=C2C1)C(=O)OC(C)(C)C Tert-Butyl 2-Formyl-1H-Indole-1-Carboxylate